2-(3-((S)-cyclobutyl(4-methyl-4H-1,2,4-triazol-3-yl)methyl)phenyl)-6-(((R)-2-methylmorpholino)methyl)-4-(trifluoromethyl)isoindolin-1-one C1(CCC1)[C@@H](C=1C=C(C=CC1)N1C(C2=CC(=CC(=C2C1)C(F)(F)F)CN1C[C@H](OCC1)C)=O)C1=NN=CN1C